COC(C1=CC(=CC(=C1)F)C1(CC1)N)=O 3-(1-aminocyclopropyl)-5-fluorobenzoic acid methyl ester